1,4-cyclohexanedicarboxylic acid dichloride C1(CCC(CC1)C(=O)Cl)C(=O)Cl